6-ethyl-4-(7-((2-methyl-1H-imidazol-1-yl)methyl)-5-(1-methyl-3-(trifluoromethyl)-1H-pyrazol-4-yl)-1-oxo-3,4-dihydroisoquinolin-2(1H)-yl)quinoline-8-carboxamide C(C)C=1C=C2C(=CC=NC2=C(C1)C(=O)N)N1C(C2=CC(=CC(=C2CC1)C=1C(=NN(C1)C)C(F)(F)F)CN1C(=NC=C1)C)=O